FC=1C=2CCCC2C(=C2C1CC2)NC(=O)N=[S@@](=O)(N)C=2C=NN1C2OC(C1)(C)C (S)-N'-((7-fluoro-2,4,5,6-tetrahydro-1H-cyclobuta[f]inden-3-yl)carbamoyl)-2,2-dimethyl-2,3-dihydropyrazolo[5,1-b]oxazole-7-sulfonimidamide